3-(dimethylamino)-N-(7-methoxy-4-(1-methyl-3-phenyl-1H-pyrazol-4-yl)quinazolin-6-yl)-2-methylpropanamide CN(CC(C(=O)NC=1C=C2C(=NC=NC2=CC1OC)C=1C(=NN(C1)C)C1=CC=CC=C1)C)C